4-mercaptothiophenol SC1=CC=C(C=C1)S